S(=O)(=O)(ON1[C@@H]2CC[C@H](N(C1=O)C2)C(=N)OCCC(=O)N)[O-].[Na+] Sodium (2S,5R)-2-((3-amino-3-oxopropoxy) (imino) methyl)-7-oxo-1,6-diazabicyclo[3.2.1]octan-6-yl sulfate